Cl.FC=1C=C(C=NC1)[C@H](O)C12CCC(CC1)(N2)CCCC2=CC=CC=C2 (S)-(5-Fluoropyridin-3-yl)(4-(3-phenylpropyl)-7-azabicyclo[2.2.1]heptan-1-yl)methanol hydrochloride